C(CCCCCCC\C=C/CCCCCCCC)(=O)OC(CO)CO 2-oleoyl-rac-glycerol